NC1=CC(N(C(N1CC1=CC=CC=C1)=O)C)=O 6-amino-1-benzyl-3-methyl-1H-pyrimidine-2,4-dione